C(CCCCCCCCCCCCCCCCC)N1C(=C(C(C2=C(C=C(C=C12)OC(=O)C(C)(C)C)OC(=O)C(C)(C)C)=O)OC(=O)C(C)(C)C)C1=CC(=C(C(=C1)OC(=O)C(C)(C)C)OC(=O)C(C)(C)C)OC(=O)C(C)(C)C N-octadecyl-2-(3,4,5-tris-(tert-butylcarbonyloxy)-phenyl)-3,5,7-tris-(tert-butylcarbonyloxy)-quinolin-4-one